methyl 3-(bis(tert-butoxycarbonyl)amino)-5-bromopyridine-2-carboxylate C(C)(C)(C)OC(=O)N(C=1C(=NC=C(C1)Br)C(=O)OC)C(=O)OC(C)(C)C